(E)-3-(but-3-en-1-yloxy)acrylic acid ethyl ester C(C)OC(\C=C\OCCC=C)=O